acryloyl-piperidin C(C=C)(=O)N1CCCCC1